methyl 2-[4-(benzyloxymethyl)cyclohexyl]-6-bromo-1,3-benzothiazole-5-carboxylate C(C1=CC=CC=C1)OCC1CCC(CC1)C=1SC2=C(N1)C=C(C(=C2)Br)C(=O)OC